ClC1=CC(=C(C=C1)N1CC(N(C2(CC(C2)C(=O)N2CCC(CC2)O)C1=O)CC1=CC=C(C=C1)Cl)=O)F (2s,4s)-8-(4-chloro-2-fluorophenyl)-5-(4-chlorobenzyl)-2-(4-hydroxypiperidine-1-carbonyl)-5,8-diazaspiro-[3.5]nonane-6,9-dione